C(=O)(OC(C)(C)C)NC=1SC=C(N1)Br N-Boc-4-bromothiazole-2-amine